1-((1H-Pyrazol-4-yl)methyl)-3-(4-(1,7-dimethyl-1H-indazol-3-yl)phenyl)urea N1N=CC(=C1)CNC(=O)NC1=CC=C(C=C1)C1=NN(C2=C(C=CC=C12)C)C